(S)-2-(5-(6',8'-dihydro-2H-spiro[benzofuran-3,9'-pyrido[3',2':4,5]imidazo[2,1-c][1,4]oxazin]-2'-yl)pyrimidin-2-yl)propan-2-amine N1=C(C=CC=2N=C3COC[C@]4(N3C21)COC2=C4C=CC=C2)C=2C=NC(=NC2)C(C)(C)N